N1(N=NC2=C1C=CC=C2)CC(=O)[C@H]2CC[C@H]1[C@@H]3CC[C@H]4C[C@](CC[C@@]4([C@H]3CC[C@]21C)C)(C)O |&1:19| 2-(1H-benzo[d][1,2,3]triazol-1-yl)-1-((3R,SR,8R,9S,10S,13S,14S,17S)-3-hydroxy-3,10,13-trimethylhexadecahydro-1H-cyclopenta[a]phenanthren-17-yl)ethanone